[N+](=[N-])=CC(CC[C@@H](C(=O)OC(C)C)NC(=O)[C@H]1OCC2C1COC2)=O isopropyl (2S)-6-diazo-5-oxo-2-((1S)-tetrahydro-1H,3H-furo[3,4-c]furan-1-carboxamido)hexanoate